ClC1=C(C=C(C=C1C=1N=C(C(=NC1)CN[C@@H]1CCC(N1)=O)OC)F)C1=C(C(=CC(=C1)F)C=1N=C(C(=NC1)CN[C@@H]1CCC(N1)=O)OC)Cl (5S,5'S)-5,5'-((((2,2'-dichloro-5,5'-difluoro-[1,1'-biphenyl]-3,3'-diyl)bis(3-methoxypyrazine-5,2-diyl))bis(methylene))bis(azanediyl))bis(pyrrolidin-2-one)